C(C)(C)C1=CC=2C=CC=CC2C=2C3=C(OC21)C=CC=C3 6-isopropylbenzo[b]naphtho[1,2-d]furan